P(OCCCC)(OCCC(=O)NO)=O butyl (3-(hydroxyamino)-3-oxopropyl) phosphonate